(1R,3S)-3-{5-[3-(difluoromethyl)-1-(2-formyl-3-hydroxyphenyl)pyrazole-4-amido]-2H-pyrazol-3-yl}cyclopentyl N-isopropylcarbamate C(C)(C)NC(O[C@H]1C[C@H](CC1)C=1NN=C(C1)NC(=O)C=1C(=NN(C1)C1=C(C(=CC=C1)O)C=O)C(F)F)=O